O\N=C\C1=CC(=C(C(=O)OC)C=C1)C methyl (E)-4-((hydroxyimino)methyl)-2-methylbenzoate